N,N-dimethyl-hydroxylamine hydrochloride Cl.CN(O)C